[5-[3-oxa-6-azabicyclo[3.1.1]heptan-6-yl]pyridazin-3-yl]amine C12COCC(N1C=1C=C(N=NC1)N)C2